CC1=NC(=C2NC=NC2=N1)N 2-Methyl-adenine